C1=CC=CC=2C3=CC=CC=C3C(C12)COC(=O)NCCCCCCCCCCCCCCCC(=O)O 16-((((9H-fluoren-9-yl)methoxy)carbonyl)amino)hexadecanoic acid